6-[8-(1,3-benzothiazol-2-ylcarbamoyl)-3,4-dihydro-1H-isoquinolin-2-yl]-3-[2-methyl-3-[3-[1-(2-oxoethyl)-4-piperidyl]propoxy]phenyl]pyridine-2-carboxylic acid S1C(=NC2=C1C=CC=C2)NC(=O)C=2C=CC=C1CCN(CC21)C2=CC=C(C(=N2)C(=O)O)C2=C(C(=CC=C2)OCCCC2CCN(CC2)CC=O)C